isostearic acid ethyl amide C(C)NC(CCCCCCCCCCCCCCC(C)C)=O